4-(chloromethyl)-2-(2-(4-(trifluoromethyl)phenyl)cyclopropyl)oxazole ClCC=1N=C(OC1)C1C(C1)C1=CC=C(C=C1)C(F)(F)F